[(1R,7S)-7-[(Z)-N'-(4-ethoxy-4-oxo-butanoyl)oxy-N-methyl-carbamimidoyl]-5-methyl-9-oxo-4,5,8,10-tetrazatricyclo[6.2.1.02,6]undeca-2(6),3-dien-10-yl] sulfate sodium salt [Na+].S(=O)(=O)(ON1C(N2[C@@H](C=3N(N=CC3[C@@H]1C2)C)/C(/NC)=N/OC(CCC(=O)OCC)=O)=O)[O-]